FC1=CC=C(C=C1)N1N=CC2=CC(=C(C=C12)C)[C@]12CN(C[C@@H]2[C@H]1C1=CC=CC=C1)CC1=NC=CC=C1 1-(4-fluorophenyl)-6-methyl-5-((1S,5R,6S)-6-phenyl-3-(pyridin-2-ylmethyl)-3-azabicyclo[3.1.0]hexan-1-yl)-1H-indazole